ClC=1N=C(N2C1C(=CC(=C2)S(NC2(CC2)CF)(=O)=O)N2CCN(CC2)C(=O)N(C)C)C=2SC(=CN2)C(F)F 4-(1-chloro-3-(5-(difluoromethyl)thiazol-2-yl)-6-(N-(1-(fluoromethyl)cyclopropyl)sulfamoyl)imidazo[1,5-a]pyridin-8-yl)-N,N-dimethylpiperazine-1-carboxamide